10,10-dimethyl-4-(1-methyl-1H-imidazole-5-carbonyl)-9-oxo-1-oxa-4-azaspiro[5.5]undec-7-ene-8-carbonitrile CC1(C(C(=CC2(CN(CCO2)C(=O)C2=CN=CN2C)C1)C#N)=O)C